(3-chloro-4-cyclopropoxyphenyl)-N-(2-oxo-2-(phenethylamino)-1-(thiophen-2-yl)ethyl)propiolamide ClC=1C=C(C=CC1OC1CC1)C#CC(=O)NC(C(NCCC1=CC=CC=C1)=O)C=1SC=CC1